ClC1=CC=CC=2N1N=C(C2)[C@@H]2N(CCC1=C2N=CN1)C(=O)C1=NC(=NN1C)C(F)(F)F (R)-(4-(7-chloropyrazolo[1,5-a]pyridin-2-yl)-6,7-dihydro-1H-imidazo[4,5-c]pyridin-5(4H)-yl)(1-methyl-3-(trifluoromethyl)-1H-1,2,4-triazol-5-yl)methanone